N-((5-chloro-6-(2-ethoxyethoxy)-1H-indol-2-yl)methyl)acetamide ClC=1C=C2C=C(NC2=CC1OCCOCC)CNC(C)=O